(R)-N-(1-(6-Methylpyrimidin-4-yl)piperidin-3-yl)-6-morpholinopyrimidin-4-amine CC1=CC(=NC=N1)N1C[C@@H](CCC1)NC1=NC=NC(=C1)N1CCOCC1